(2S)-N-[[2-cyclopropyl-6-[2-(trifluoromethyl)pyrimidin-5-yl]pyrimidin-4-yl]methyl]-3-(4-fluorophenyl)sulfonyl-3-azabicyclo[2.1.1]hexane-2-carboxamide C1(CC1)C1=NC(=CC(=N1)CNC(=O)[C@@H]1C2CC(N1S(=O)(=O)C1=CC=C(C=C1)F)C2)C=2C=NC(=NC2)C(F)(F)F